(6S)-3-(1,1-dioxo-1,2-thiazolidin-2-yl)-N-(4-fluoro-3-methyl-phenyl)-6-methyl-6,7-dihydro-4H-pyrazolo[1,5-a]pyrazine-5-carboxamide O=S1(N(CCC1)C=1C=NN2C1CN([C@H](C2)C)C(=O)NC2=CC(=C(C=C2)F)C)=O